COC([C@H](C[C@@H]1C(NCC1)=O)NC([C@H](CCCC)NC(=O)O[C@H](C(C)(C)C1=CC(=CC=C1)Cl)C1=CC=CC=C1)=O)=O.[N+](=O)([O-])C1=CC=C(C=C1)SC1=CC=C(N)C=C1 4-((4-nitrophenyl)thio)aniline methyl-(S)-2-((S)-2-((((S)-2-(3-chlorophenyl)-2-methyl-1-phenylpropoxy)carbonyl)amino)hexanamido)-3-((R)-2-oxopyrrolidin-3-yl)propanoate